1-(2-((2-((3-chloro-2-fluorobenzyl)amino)-2-oxoethyl)((cis)-3-hydroxycyclobutyl)amino)-2-oxoethyl)-1H-indazole-3-carboxamide ClC=1C(=C(CNC(CN(C(CN2N=C(C3=CC=CC=C23)C(=O)N)=O)[C@@H]2C[C@@H](C2)O)=O)C=CC1)F